(3aR,8S,11aS,12aR,12bS,15S,16aS)-8-amino-12,12-dimethyl-1,9,13-trioxoicosahydrocyclopropa[3,4]pyrrolo[1,2-a]pyrrolo[3,4-g][1,4]diazacyclotetradecine-15-carbonitrile N[C@H]1CCCC[C@@H]2[C@H](C[C@H](NC([C@H]3N(C1=O)C[C@H]1[C@@H]3C1(C)C)=O)C#N)C(NC2)=O